C1(CC1)C1=CC=C(C=N1)COC1=NN=C(S1)N 5-[(6-cyclopropylpyridin-3-yl)methoxy]-1,3,4-thiadiazol-2-amine